BrC=1C=C2C(=NC1)C=CN2COCC[Si](C)(C)C 6-bromo-1-((2-(trimethylsilyl)ethoxy)methyl)-1H-pyrrolo[3,2-b]pyridine